CC1=CC(=C(C(=C1)C)N2CCN(C2=[Ru](=C3C=C(C4=CC=CC=C43)C5=CC=CC=C5)(Cl)Cl)C6=C(C=C(C=C6C)C)C)C.C1=CC=NC=C1 Dichloro[1,3-bis(2,4,6-trimethylphenyl)-2-imidazolidinylidene](3-phenyl-1H-inden-1-ylidene)(pyridyl)ruthenium(II)